dideutero-5-methoxydimethyltryptamine [2H]C(N(C)C)(CC1=CNC2=CC=C(C=C12)OC)[2H]